4-bromo-2-(6-(5-(6-methylpyridin-2-yl)-1-((2-(trimethylsilyl)ethoxy)methyl)-1H-imidazol-4-yl)quinolin-3-yl)thiazole BrC=1N=C(SC1)C=1C=NC2=CC=C(C=C2C1)C=1N=CN(C1C1=NC(=CC=C1)C)COCC[Si](C)(C)C